C(C)(C)C1=C(NC2=C1N=C(S2)C(=O)NCCN2CCCC2)C=2C=C(C=1N(C2)N=CN1)OC 6-isopropyl-5-(8-methoxy-[1,2,4]triazolo[1,5-a]pyridin-6-yl)-N-(2-(pyrrolidin-1-yl)ethyl)-4H-pyrrolo[3,2-d]thiazole-2-carboxamide